4-(3-methyl-4-(((tetrahydro-2H-pyran-2-yl)oxy)methyl)isoxazol-5-yl)phenol CC1=NOC(=C1COC1OCCCC1)C1=CC=C(C=C1)O